methyl (E)-3-(4-aminophenyl)-2-propenoate NC1=CC=C(C=C1)/C=C/C(=O)OC